NC1CN(CCC1)C1C(CC(C1)C1=CC=C(C=C1)F)OC1=CC=C(C=N1)C#N 6-[2-(3-amino-1-piperidinyl)-4-(4-fluorophenyl)cyclopentyloxy]pyridine-3-carbonitrile